ClC=1C=C2C(=C3C4(NC(NC13)=O)CCCCC4)OC(=C2)C(=O)N(C)CCC(C2=CC=CC=C2)O 5'-chloro-N-(3-hydroxy-3-phenylpropyl)-N-methyl-7'-oxo-7',8'-dihydro-6'H-spiro[cyclohexane-1,9'-furo[2,3-f]quinazoline]-2'-carboxamide